OC1(CCN(CC1)C(=O)O)C1=CC2=C(NC(O2)=O)C=C1.C(C1=CC=CC=C1)C1N(CCC(C1)C1=CC2=C(N(C(O2)=O)C)C=C1)C(=O)NCCCCC1=CC=CC=C1 benzyl-4-(3-methyl-2-oxo-1,3-benzoxazol-6-yl)-N-(4-phenylbutyl)piperidine-1-carboxamide 4-hydroxy-4-(2-oxo-3H-1,3-benzoxazol-6-yl)piperidine-1-carboxylate